C(#N)C=1N=NC=CC1 cyanopyridazin